ethyl 2-(2-(4-(3-(5-cyano-1H-indol-3-yl)propyl)piperazin-1-yl)pyrimidin-5-yl)-4-methylthiazole-5-formate C(#N)C=1C=C2C(=CNC2=CC1)CCCN1CCN(CC1)C1=NC=C(C=N1)C=1SC(=C(N1)C)C(=O)OCC